ClC=1C=NN(C1C(=O)NC1=NC=C(C=C1C)C=1C=NN(C1)C1=CC=C(C=C1)F)[C@@H]1COCC1 (S)-4-chloro-N-(5-(1-(4-fluorophenyl)-1H-pyrazol-4-yl)-3-methylpyridin-2-yl)-1-(tetrahydrofuran-3-yl)-1H-pyrazole-5-carboxamide